C1(CC1)C(=O)C(C#N)C(C1=C(C=C(C=C1)C(F)(F)F)S(=O)(=O)C)=O α-(cyclopropylcarbonyl)-2-(methylsulfonyl)-β-oxo-4-(trifluoromethyl)-benzenepropanenitrile